ethyl para-aminobenzoate NC1=CC=C(C(=O)OCC)C=C1